2-FLUORO-5-METHOXYISONICOTINALDEHYDE FC=1C=C(C=O)C(=CN1)OC